C(C=C)(=O)OCCOCCOCC(CCCC)CC diethylene glycol 2-ethylhexyl ether acrylate